(S)-N-(5-(2,4-difluorophenoxy)pyrazin-2-yl)-2-((S)-2-(6-oxo-1,6-dihydropyridin-3-yl)morpholino)propanamide FC1=C(OC=2N=CC(=NC2)NC([C@H](C)N2C[C@@H](OCC2)C2=CNC(C=C2)=O)=O)C=CC(=C1)F